COC(=O)C1=CC=C(C=C1)[C@H]1N(CC[C@@H](C1)OCCOC1OCCCC1)C(=O)OCC1=CC=CC=C1 benzyl (2S,4S)-2-(4-(methoxycarbonyl)phenyl)-4-(2-((tetrahydro-2H-pyran-2-yl)oxy)ethoxy)piperidine-1-carboxylate